NC1=NC2=CC=C(C=C2C=C1C)C(=O)O 2-amino-3-methyl-quinoline-6-carboxylic acid